1-(difluoroacetyl)-4-[4-({(1R)-1-[3-(difluoromethyl)-2-fluorophenyl]ethyl}amino)-2-methylpyrido[3,4-d]pyrimidin-6-yl]-1,4lambda5-azaphosphinan-4-one FC(C(=O)N1CCP(CC1)(=O)C1=CC2=C(N=C(N=C2N[C@H](C)C2=C(C(=CC=C2)C(F)F)F)C)C=N1)F